OC1=C(C(=CC=2N(C(=NC21)C)C)C(F)(F)F)C2=CC=CN1C(=CC(=C21)CCO)C(=O)C2=CC(=C(C(=C2)F)F)F (8-(4-hydroxy-1,2-dimethyl-6-(trifluoromethyl)-1H-benzo[d]imidazol-5-yl)-1-(2-hydroxyethyl)indolizin-3-yl)(3,4,5-trifluorophenyl)methanone